ClC1=CC=C(CS(=O)(=O)N2CC(C(CC2)(O)C2=CC(=CC=C2)OC)CN(C)C)C=C1 1-((4-chlorobenzyl)sulfonyl)-3-((dimethylamino)methyl)-4-(3-methoxyphenyl)piperidin-4-ol